2-(diethoxymethyl)-1-(3-(difluoromethyl)bicyclo[1.1.1]pentan-1-yl)-4,4-dimethylcyclohexanol C(C)OC(C1C(CCC(C1)(C)C)(O)C12CC(C1)(C2)C(F)F)OCC